CN1N=CC2=CC=C(C(=C12)C1=C(C(=NC=2[C@@H]3[C@@H](CCC12)C3)N3[C@@H](C1(CN(C1)C(C=C)=O)CC3)CO)C#N)C (6aS,7aS)-4-(1,6-dimethyl-1H-indazol-7-yl)-2-((5S)-5-(hydroxymethyl)-2-(2-propenoyl)-2,6-diazaspiro[3.4]octan-6-yl)-6,6a,7,7a-tetrahydro-5H-cyclopropa[h]quinoline-3-carbonitrile